FC1=C(C=CC=C1)C=1OC(=C(N1)C(=O)O)C1=CNC2=CC=CC=C12 2-(2-fluorophenyl)-5-(1H-indol-3-yl)oxazole-4-carboxylic acid